1-(4-bromophenyl-ethyl)-piperazine BrC1=CC=C(C=C1)CCN1CCNCC1